ClC1=CC=C(C=C1)COC(=O)\N=N\C(=O)OCC1=CC=C(C=C1)Cl (E)-diazene-1,2-dicarboxylic acid bis(4-chlorophenylmethyl) ester